N-(1-(3,4-dichlorobenzyl)-2,3-diketoindol-5-yl)-3-chlorobenzamide ClC=1C=C(CN2C(C(C3=CC(=CC=C23)NC(C2=CC(=CC=C2)Cl)=O)=O)=O)C=CC1Cl